C1(=CC=C(C=C1)[C@@H]1[C@@H](C1)C(=O)O)C (1R,2S)-2-(p-tolyl)cyclopropane-1-carboxylic acid